bis((E)-3,7-dimethylocta-2,6-dien-1-yl) 2-(((4-((2-decyltetradecyl)oxy)-3-((2-(dimethylamino)ethyl)carbamoyl)-4-oxobutyl)thio)methyl)succinate C(CCCCCCCCC)C(COC(C(CCSCC(C(=O)OC\C=C(\CCC=C(C)C)/C)CC(=O)OC\C=C(\CCC=C(C)C)/C)C(NCCN(C)C)=O)=O)CCCCCCCCCCCC